C(C)(C)(C)OC(N[C@H]1[C@@H](C1)CO)=O tert-butyl((1R,2R)-2-(hydroxymethyl)cyclopropyl)carbamate